CNC(OC=1SC(=CC1C(C)(C)C)C1=NN(C2=NC=NC(=C21)N)C(C)C=2OC1=CC=CC=C1C(C2C2=CC(=CC=C2)F)=O)=O tert-butyl-(5-(4-amino-1-(1-(3-(3-fluorophenyl)-4-oxo-4H-chromen-2-yl) ethyl)-1H-pyrazolo[3,4-d]pyrimidin-3-yl) thiophen-2-yl) methylcarbamate